ClC1=C(C=CC(=C1)C)C=1N=C(C2=C(N1)OC(=C2C(=O)N)C)NC2(CC2)C (2-chloro-4-methylphenyl)-6-methyl-4-[(1-methylcyclopropyl)amino]furo[2,3-d]pyrimidine-5-carboxamide